1,3-bis(di-tert-butylphosphinomethyl)benzene calcium [Ca].C(C)(C)(C)P(C(C)(C)C)CC1=CC(=CC=C1)CP(C(C)(C)C)C(C)(C)C